C(C)(C)(C)OC(=O)N1[C@H](CN(C[C@H]1C)C1=NC=C(C=N1)C1CC1)C (2S,6R)-4-(5-Cyclopropylpyrimidin-2-yl)-2,6-dimethylpiperazine-1-carboxylic acid tert-butyl ester